FC1=C(C(=O)NCC2CCC(CC2)N2N=C3C=C(C=CC3=C2)C=2SC=3CN(CCC3N2)C(=O)OC(C)(C)C)C=C(C(=C1F)OCC1=CC=C(C=C1)OC)F tert-butyl 2-{2-[(1r,4r)-4-({2,3,5-trifluoro-4-[(4-methoxyphenyl)methoxy]benzamido}methyl)cyclohexyl]-2H-indazol-6-yl}-6,7-dihydro[1,3]thiazolo[5,4-c]pyridine-5(4H)-carboxylate